CCCCCCCCCCCCCCCC(=O)O[C@H](COC(=O)CCCC/C=C\C/C=C\C/C=C\C/C=C\CC)COP(=O)(O)OC[C@H](CO)O 1-(6Z,9Z,12Z,15Z-octadecatetraenoyl)-2-hexadecanoyl-glycero-3-phospho-(1'-sn-glycerol)